5-[2-(5-bromothiazol-2-yl)oxy-6-fluoro-phenyl]-3-(difluoromethyl)isoxazole BrC1=CN=C(S1)OC1=C(C(=CC=C1)F)C1=CC(=NO1)C(F)F